4-hydroxy-3-(5-(2-((2-(trimethylsilyl)ethoxy)methyl)-2H-tetrazol-5-yl)pyridin-3-yl)phenyl benzylcarbamate C(C1=CC=CC=C1)NC(OC1=CC(=C(C=C1)O)C=1C=NC=C(C1)C=1N=NN(N1)COCC[Si](C)(C)C)=O